2,4,7-Trichloroquinazoline ClC1=NC2=CC(=CC=C2C(=N1)Cl)Cl